C(#N)[C@H](CC1=C(C=C(C=C1)C=1SC=C(N1)C)F)NC(=O)[C@H]1OCCCN(C1)C(=O)OC(C)(C)C tert-butyl (S)-2-(((S)-1-cyano-2-(2-fluoro-4-(4-methylthiazol-2-yl)phenyl)ethyl)carbamoyl)-1,4-oxazepane-4-carboxylate